2-(2-(3-(4-methylthiazol-5-yl)-1-oxo-6-(3-phenylpropoxy)-1H-inden-2-yl)phenyl)acetonitrile CC=1N=CSC1C1=C(C(C2=CC(=CC=C12)OCCCC1=CC=CC=C1)=O)C1=C(C=CC=C1)CC#N